NC=1C=CC=2N(C3=CC=C(C=C3C2C1)N)CCCC 3,6-diamino-9-butylcarbazole